(E)-oct-3-en-2-one CC(\C=C\CCCC)=O